C(C1=CC=CC=C1)OCC1=C(C=CC=C1)Br 1-((benzyloxy)methyl)-2-bromobenzene